10-hydroxydecyl alcohol OCCCCCCCCCCO